[3-(4-methyl-thienyloxy)propyl]-bipyridine CC=1C=C(SC1)OCCCC=1C(=NC=CC1)C1=NC=CC=C1